tert-butyl 4-(5-((2,2-difluorocyclopropyl) methoxy)-2-methylbenzofuran-3-carboxamido)-3,3-difluoropiperidine-1-carboxylate FC1(C(C1)COC=1C=CC2=C(C(=C(O2)C)C(=O)NC2C(CN(CC2)C(=O)OC(C)(C)C)(F)F)C1)F